methacryloxypropyl-phenyl-dimethoxysilane C(C(=C)C)(=O)OCCC[Si](OC)(OC)C1=CC=CC=C1